N-((1S,2S)-2-amino-1,2-diphenylethyl)-2,6-difluorobenzenesulfonamide N[C@H]([C@H](C1=CC=CC=C1)NS(=O)(=O)C1=C(C=CC=C1F)F)C1=CC=CC=C1